COCOC1=CC=C(C=C1)C=1N=NN(C1C(C)NC)C 1-(4-(4-(methoxymethoxy)phenyl)-1-methyl-1H-1,2,3-triazol-5-yl)-N-methylethylamine